4-[5-methylsulfanyl-4-(4-trifluoromethoxy-phenyl)-pyrimidin-2-ylamino]-benzoic acid CSC=1C(=NC(=NC1)NC1=CC=C(C(=O)O)C=C1)C1=CC=C(C=C1)OC(F)(F)F